BrC=1C=C2CN(C(C2=C(C1)OC)=O)[C@@H](C)C1CC1 (S)-5-bromo-2-(1-cyclopropylethyl)-7-methoxyisoindolin-1-one